OCC(=O)NC1CC(C1)C1=CC=C(C=C1)C1=CC=C(C=C1)\C=C\[C@H](CO)N1C(=NC=C1)[C@H](C)O 2-hydroxy-N-((1S,3r)-3-(4'-((S,E)-4-hydroxy-3-(2-((S)-1-hydroxyethyl)-1H-imidazol-1-yl)but-1-en-1-yl)-[1,1'-biphenyl]-4-yl)cyclobutyl)acetamide